NC1=C(C(=CC(=C1)F)C1CCC(CC1)O)C1=C(C=C(C(=C1)Cl)C(=O)NC1=CC(=NC=C1)C(F)(F)F)F 2'-amino-5-chloro-2,4'-difluoro-6'-(4-hydroxycyclohexyl)-N-(2-(trifluoromethyl)pyridin-4-yl)-[1,1'-biphenyl]-4-carboxamide